NC1=C(C(=O)O)C(=C(C(=N1)Cl)Cl)Cl 2-amino-4,5,6-trichloronicotinic acid